C(CCCCCCCCCCCCCCCCCCC)(=O)OC[C@@H](OC(C=CCCCCCCCCCCCCCCCCC)=O)COP(=O)([O-])OCC[N+](C)(C)C 1-arachidoyl-2-eicosenoyl-sn-glycero-3-phosphocholine